methyl 2-(3,8-diazabicyclo[3.2.1]octan-1-yl)acetate C12(CNCC(CC1)N2)CC(=O)OC